FC=1C=C(C=CC1)NC(C1=NC=CC=C1)=O N-(3-fluorophenyl)picolinamid